FC=1C(=NC(=NC1)NC1CC(CCC1)C(=O)O)C1=CC(=CC=C1)C1=CC(NC=C1)=O 3-((5-fluoro-4-(3-(2-oxo-1,2-dihydropyridin-4-yl)phenyl)pyrimidin-2-yl)amino)cyclohexane-1-carboxylic acid